ONC(C1=CC=C(C=C1)C#CC1=C(C=CC=C1)NS(=O)(=O)C1=CC2=CC=CC=C2C=C1)=O N-hydroxy-4-{2-[2-(naphthalene-2-sulfonamido)phenyl]ethynyl}benzamide